C(=O)[C@H]1N(CCC1)C(=O)OC(C)(C)C tert-butyl (2S)-2-formylpyrrolidine-1-carboxylate